6-(6-(1-Methyl-1,2,3,6-tetrahydropyridin-4-yl)imidazo[1,2-a]pyridin-3-carbonyl)-N-(3-(trifluoromethyl)phenyl)-4,5,6,7-tetrahydrothieno[2,3-c]pyridin-3-carboxamid CN1CCC(=CC1)C=1C=CC=2N(C1)C(=CN2)C(=O)N2CC1=C(CC2)C(=CS1)C(=O)NC1=CC(=CC=C1)C(F)(F)F